NC1=NC=C(C=C1NC(C(C(=O)OCC)O)C)Br ethyl 3-((2-amino-5-bromopyridin-3-yl) amino)-2-hydroxybutyrate